(R)-6-chloro-3-((1-(3-ethyl-6-methyl-2-(2-methyl-2H-indazol-5-yl)-4-oxo-3,4-dihydroquinazolin-8-yl)ethyl)amino)-N-(methylsulfonyl)picolinamide ClC1=CC=C(C(=N1)C(=O)NS(=O)(=O)C)N[C@H](C)C=1C=C(C=C2C(N(C(=NC12)C1=CC2=CN(N=C2C=C1)C)CC)=O)C